(3r,5r,7r)-1-(2'-Bromo-4'-isopropyl-2-(methoxymethoxy)-5-methyl-[1,1'-biphenyl]-3-yl)-3,5,7-trimethyladamantane BrC1=C(C=CC(=C1)C(C)C)C1=C(C(=CC(=C1)C)C12CC3(CC(CC(C1)(C3)C)(C2)C)C)OCOC